C12CCC(C=C1)C2 endo,exo-5-norbornene